ClC=1C=C(C=CC1F)C(NC=1C(=NC=C(C1)C)C(F)(F)F)C=1NC(=C(N1)C)S(=O)(=O)C N-[(3-chloro-4-fluorophenyl)-(4-methyl-5-methylsulfonyl-1H-imidazol-2-yl)methyl]-5-methyl-2-(trifluoromethyl)pyridin-3-amine